CN1C=CC=2C1=NC=CC2C2=NC=C(C1=C2CNC1=O)NC1=NC=C(C=C1)C1CC(N(CC1)C)=O 4-(1-methyl-1H-pyrrolo[2,3-b]pyridin-4-yl)-7-((5-(1-methyl-2-oxopiperidin-4-yl)pyridin-2-yl)amino)-2,3-dihydro-1H-pyrrolo[3,4-c]pyridin-1-one